C(CCC)P(CCCP(CCCC)CCCC)CCCC 1,3-di(dibutylphosphino)propane